(E)-N-(1-(4-((4-([1,2,4]triazolo[1,5-a]pyridin-7-yloxy)-3-methylphenyl)amino)pyrrolo[2,1-f][1,2,4]triazin-5-yl)piperidin-4-yl)-4-(dimethylamino)-N-methylbut-2-enamide N=1C=NN2C1C=C(C=C2)OC2=C(C=C(C=C2)NC2=NC=NN1C2=C(C=C1)N1CCC(CC1)N(C(\C=C\CN(C)C)=O)C)C